COC(C(C)(F)C1=C(C(=CC=C1)Cl)CC)=O 2-(3-Chloro-2-ethyl-phenyl)-2-fluoro-propionic acid methyl ester